FC1=CC(=C(C=C1C=1CCN(CC1)CC1=CC=C(C=C1)N1CCOCC1)NC(=O)C1=CNC(C=C1C(F)(F)F)=O)N1C[C@H](N([C@H](C1)C)C)C N-[4-fluoro-5-[1-[(4-morpholin-4-ylphenyl)methyl]-3,6-dihydro-2H-pyridin-4-yl]-2-[(3R,5S)-3,4,5-trimethylpiperazin-1-yl]phenyl]-6-oxo-4-(trifluoromethyl)-1H-pyridine-3-carboxamide